bis(2-methyl-8-hydroxyQuinolinyl)(4-phenylphenol) aluminum (III) [Al+3].CC1=NC2=C(C=CC=C2C=C1C=1C(=C(C=CC1C1=CC=CC=C1)O)C=1C(=NC2=C(C=CC=C2C1)O)C)O